1-cyclopentyl-4-(4-nitrophenoxy)piperidine C1(CCCC1)N1CCC(CC1)OC1=CC=C(C=C1)[N+](=O)[O-]